FC=1C=C2C(N(C=NC2=CC1C1=NC=C(C=N1)C(F)(F)F)CCC[C@H]1N(CC1)C=1C=NNC(C1C(F)(F)F)=O)=O 6-fluoro-3-[3-[(2R)-1-[6-oxo-5-(trifluoromethyl)-1H-pyridazin-4-yl]azetidin-2-yl]propyl]-7-[5-(trifluoromethyl)pyrimidin-2-yl]quinazolin-4-one